IC=1C2=C(NN1)C=C(S2)C 3-Iodo-5-methyl-1H-thieno[3,2-c]pyrazole